N=1C=CN2C1C=C(C=C2)CC#N 2-imidazo[1,2-a]pyridin-7-ylacetonitrile